C(C)(C)(C)OC(=O)N1C[C@@H](CC1)OCCCCCCC=C.C1(=C(C=CC=C1)C1(CCCCC1)C#N)C tolylcyclohexanecarbonitrile tert-butyl-(R)-3-(oct-7-en-1-yloxy)pyrrolidine-1-carboxylate